ClC1=NC(=NC=C1)C(=O)OCC ethyl 4-chloropyrimidine-2-carboxylate